4-Phenoxycarbonylphthalic anhydride O(C1=CC=CC=C1)C(=O)C=1C=C2C(C(=O)OC2=O)=CC1